(S)-2-amino-N-methylpropionamide hydrochloride Cl.N[C@H](C(=O)NC)C